C(C)(C)(C)N1NNC(=C1)C 3-tert-butyl-5-methyl-2H-triazole